ClC1=C(CCC=2C=C3CCC(C3=CC2)N2CCC(CC2)C(=O)O)C(=CC=C1)Cl 1-(5-(2,6-dichlorophenethyl)-2,3-dihydro-1H-inden-1-yl)piperidine-4-carboxylic acid